iron phosphate salt P(=O)([O-])([O-])[O-].[Fe+3]